4-fluoro-6-methoxy-5-trifluoromethyl-2-(2-trifluoromethyl-5-pyridyl)pyrimidine FC1=NC(=NC(=C1C(F)(F)F)OC)C=1C=CC(=NC1)C(F)(F)F